4,5,6,7-tetrahydrobenzothiazole-6-one S1C=NC2=C1CC(CC2)=O